C(C1=CC=CC=C1)N([C@@H](CC1=CNC2=CC=CC=C12)CO)CC1=CC=CC=C1 (S)-N,N-dibenzyl-tryptophanol